COC[C@H](C(N[C@@H](CCOC1=CC=CC=C1)B1OC(C(O1)(C)C)(C)C)=O)NC(=O)C1=NC=CN=C1 N-((R)-3-methoxy-1-oxo-1-(((R)-3-phenoxy-1-(4,4,5,5-tetramethyl-1,3,2-dioxaborolan-2-yl)propyl)amino)propan-2-yl)pyrazine-2-carboxamide